NC1=C2C(=NC=N1)N(N=C2C=2C=CC1=C(N=C(O1)N)C2)CCCCNC(COCCOCCN(C/C=C/C(=O)OC)C)=O methyl (E)-4-[2-[2-[2-[4-[4-amino-3-(2-amino-1,3-benzoxazol-5-yl)pyrazolo[3,4-d]pyrimidin-1-yl]butylamino]-2-oxo-ethoxy]ethoxy]ethyl-methyl-amino]but-2-enoate